tert-butyl 2-((4-chloro-2-fluorobenzyl)oxy)-3-(prop-1-en-2-yl)-5,8-dihydro-1,7-naphthyridine-7(6H)-carboxylate ClC1=CC(=C(COC2=NC=3CN(CCC3C=C2C(=C)C)C(=O)OC(C)(C)C)C=C1)F